CC1([C@H]([C@@H]1C=1OC(=NN1)C(C)C)C1=CC=C(C=C1)S(=O)(=O)N)C 4-{(1S,3S)-2,2-dimethyl-3-[5-(propan-2-yl)-1,3,4-oxadiazol-2-yl]cyclopropyl}benzenesulfonamide